ClC=1C(=C(OC=2C(=CC=3N(C2)N=CC3)C3=NOC[C@H](N3)CC3=C(C=C(C=C3)Cl)Cl)C=CC1)F |r| 6-(3-chloro-2-fluorophenoxy)-5-[(5RS)-5-(2,4-dichlorobenzyl)-5,6-dihydro-4H-1,2,4-oxadiazin-3-yl]pyrazolo[1,5-a]pyridine